1,3-dimethylimidazolium 2-ethylhexanoate C(C)C(C(=O)[O-])CCCC.CN1C=[N+](C=C1)C